FC=1C=C(C=C(C1C=1C=C2C(=CN1)N(N=C2C=2C=NN(C2)C)COCC[Si](C)(C)C)C)C2N(CCCC2)C(=O)OC(C)(C)C tert-Butyl 2-(3-fluoro-5-methyl-4-(3-(1-methyl-1H-pyrazol-4-yl)-1-((2-(trimethylsilyl)ethoxy)methyl)-1H-pyrazolo[3,4-c]pyridin-5-yl)phenyl)piperidine-1-carboxylate